zinc carbonyl-iron C(=O)=[Fe].[Zn]